N-(cyclopropylmethyl)-4,5,6,7-tetrahydro-2-benzothiophen-5-amine hydrochloride Cl.C1(CC1)CNC1CC=2C(=CSC2)CC1